ClC1=CC(=C(N=N1)N1[C@@H]2[C@H](OCC1)CCNC2)C(F)F (4aS,8aR)-4-[6-chloro-4-(difluoromethyl)pyridazin-3-yl]-2,3,4a,5,6,7,8,8a-octahydropyrido[4,3-b][1,4]oxazine